N-((3,3-dimethyl-2,3-dihydrofuro[2,3-b]pyridin-6-yl)methyl)-5,6,7,8-tetrahydroquinolin-8-amine trifluoroacetate salt FC(C(=O)O)(F)F.CC1(COC2=NC(=CC=C21)CNC2CCCC=1C=CC=NC21)C